3-(4-(((7-fluorobenzo[d]thiazol-2-yl)(2-(4-methylpiperazin-1-yl)-ethyl)amino)methyl)phenyl)propiolic acid FC1=CC=CC=2N=C(SC21)N(CCN2CCN(CC2)C)CC2=CC=C(C=C2)C#CC(=O)O